F[P-](F)(F)(F)(F)F.F[B-](F)(F)F.C(CCC)N1C=[N+](C=C1)C.C(CCC)N1C=[N+](C=C1)C 1-butyl-3-methylimidazolium tetrafluoroborate hexafluorophosphate